tert-Butyl (2-(5-(1-methyl-1H-pyrazol-4-yl)-1H-indole-2-carboxamido)ethyl)carbamate CN1N=CC(=C1)C=1C=C2C=C(NC2=CC1)C(=O)NCCNC(OC(C)(C)C)=O